N1=C(C=CC2=CC=CN=C12)CCCCCC1(CN(CC1)C(=O)OC(C)(C)C)F tert-butyl 3-(5-(1,8-naphthyridin-2-yl) pentyl)-3-fluoropyrrolidine-1-carboxylate